BrC=1C=C(C#N)C=CN1 2-Bromoisonicotinonitril